[C@@H]1([C@H](O)[C@@H](O)[C@@H](O)[C@H](O1)CO)O[C@H]1[C@@H]([C@H]([C@@H](O[C@@H]1CO)OC[C@@H]1[C@@H]([C@@H]([C@H]([C@@H](OC)O1)NC(C)=O)O[C@H]1[C@H](O)[C@@H](O)[C@@H](O)[C@H](O1)CO)O)NC(C)=O)O Methyl β-D-galactopyranosyl-(1→4)-2-acetamido-2-deoxy-β-D-glucopyranosyl-(1→6)-[β-D-galactopyranosyl-(1→3)]-2-acetamido-2-deoxy-α-D-galactopyranoside